[7-benzyloxy-5-methoxy-2-(4-methoxyphenyl)-4-oxo-chromen-3-yl] 4-methoxybenzoate COC1=CC=C(C(=O)OC2=C(OC3=CC(=CC(=C3C2=O)OC)OCC2=CC=CC=C2)C2=CC=C(C=C2)OC)C=C1